C(#N)\C(=C/C(=O)OC(C)(C)C)\C1=CC=CC=C1 tert-butyl (Z)-3-cyano-3-phenylacrylate